ClC=1C=C2C(=CN=C(C2=CN1)OC1CC1)C(C)(C)NCCO 2-((2-(6-chloro-1-cyclopropoxy-2,7-naphthyridin-4-yl)propan-2-yl)amino)ethan-1-ol